ClC=1C=CC2=C(N(C3=C(CC2)C=CC=C3)CCCN(C/C=C/C(=O)OC)C)C1 Methyl (E)-4-[3-(3-chloro-10,11-dihydro-5H-dibenzo[b,f]azepin-5-yl)propyl-methyl-amino]but-2-enoate